(E)-4-(1-chloro-2-iodovinyl)benzonitrile Cl\C(=C\I)\C1=CC=C(C#N)C=C1